OC1=C(C=CC=C1)C1=CC(=CN=N1)N1CCC(CC1)(C#N)C1=NN(C=C1)C 1-(6-(2-hydroxyphenyl)pyridazin-4-yl)-4-(1-methyl-1H-pyrazol-3-yl)piperidine-4-carbonitrile